dipropenyl trisulfide C(=CC)SSSC=CC